ClCCC(C)C 1-Chloro-3-methylbutane